CC(CC=O)CCC=C(CCC=C(C)C)C 3,7,11-trimethyl-6,10-dodecadienal